N-(4,5-diphenylthiazol-2-yl)-5-methyl-1-(p-tolyl)-1H-1,2,3-triazole-4-carboxamide C1(=CC=CC=C1)C=1N=C(SC1C1=CC=CC=C1)NC(=O)C=1N=NN(C1C)C1=CC=C(C=C1)C